N-(2-cyclopropyl-3-(4-fluorophenyl)propyl)-1-methyl-5-oxo-4,5-dihydro-1H-1,2,4-triazole-3-carboxamide C1(CC1)C(CNC(=O)C1=NN(C(N1)=O)C)CC1=CC=C(C=C1)F